Tert-butyl 4-[[4-[(1S)-1-(4-chlorophenyl)-7-isopropoxy-6-methoxy-3-oxo-1,4-dihydroisoquinolin-2-yl]-N-methyl-anilino]methyl]piperidine-1-carboxylate ClC1=CC=C(C=C1)[C@@H]1N(C(CC2=CC(=C(C=C12)OC(C)C)OC)=O)C1=CC=C(N(C)CC2CCN(CC2)C(=O)OC(C)(C)C)C=C1